O=C1NC(CCC1N1C(C2=CC=C(C=C2C1=O)O[C@@H]1C[C@H](CN(C1)C)OC1CCN(CC1)C(=O)OC(C)(C)C)=O)=O tert-butyl 4-(((3R,5R)-5-((2-(2,6-dioxopiperidin-3-yl)-1,3-dioxoisoindolin-5-yl)oxy)-1-methylpiperidin-3-yl)oxy)piperidine-1-carboxylate